2'-chloro-4'-phenoxy-4,5,5',6'-tetrahydro-2H-spiro[furan-3,8'-pyrano[3,4-b]pyridine] ClC1=CC(=C2C(=N1)C1(OCC2)COCC1)OC1=CC=CC=C1